COC(C(=O)NC)CC methoxy-N-methylbutanamide